13-methyl-2-(2,4,6-trimethylphenyl)benzo[c]Pyrazino[2,3-g]Pyrazolo[1,5-a][1,5]Naphthyridine CC=1C2=C(N=C3C4=C(C=5N(C13)N=C(C5)C5=C(C=C(C=C5C)C)C)C=CC=C4)N=CC=N2